1-methyl-7-propoxy-1H-benzo[d]imidazol-2-amine CN1C(=NC2=C1C(=CC=C2)OCCC)N